C(C=C)(=O)OCCOC(=O)NCCCC 2-[[(butylamino) carbonyl]-oxy]ethyl acrylate